(R)-N-(1-(4-Fluorobenzyl)pyrrolidin-3-yl)-6-morpholinopyridine-3-sulfonamide FC1=CC=C(CN2C[C@@H](CC2)NS(=O)(=O)C=2C=NC(=CC2)N2CCOCC2)C=C1